3-[3-Methyl-2-oxo-4-[[3-(4-piperidyloxy)azetidin-1-yl]methyl]benzimidazol-1-yl]piperidine-2,6-d CN1C(N(C2=C1C(=CC=C2)CN2CC(C2)OC2CCNCC2)C2C(NC(CC2)[2H])[2H])=O